benzyl ((1-(hydroxymethyl)cyclopropyl)methyl)(methyl)carbamate OCC1(CC1)CN(C(OCC1=CC=CC=C1)=O)C